[N+](=O)([O-])C=1C=CC=2NC3=CC=CC=C3C2C1 3-nitrocarbazole